trans-3-(chlorocarbonyl)-5-fluoropiperidine-1-carboxylic acid benzyl ester C(C1=CC=CC=C1)OC(=O)N1C[C@H](C[C@@H](C1)F)C(=O)Cl